2,5-dichloro-4-(trimethylstannyl)pyrimidine ClC1=NC=C(C(=N1)[Sn](C)(C)C)Cl